5-(Secondary-butoxy)-3-((2,4-dichlorophenoxy)methyl)-1,2,4-oxadiazole C(C)(CC)OC1=NC(=NO1)COC1=C(C=C(C=C1)Cl)Cl